COC1=C(N[C@@H](C)C2CCN(CC2)C(=O)OC(C)(C)C)C=C(C=C1)C(=O)OC tert-Butyl 4-{(1S)-1-[2-methoxy-5-(methoxycarbonyl)anilino]ethyl}piperidine-1-carboxylate